[13C@@H]1([13C@H](O)[13C@H](O)[13C@@H]([13CH2]O)O1)N1[13C](=O)N[13C](=O)[13CH]=[13CH]1 uridine-13C9